C(#N)COC=1C=C2C(=CC=NC2=CC1)C(=O)NCC(=O)N1CSC[C@H]1C#N (R)-6-(cyanomethoxy)-N-(2-(4-cyanothiazolidin-3-yl)-2-oxoethyl)quinoline-4-carboxamide